OC(C[C@H](N)C(=O)O)C(CN)O 4,5-dihydroxylysine